C(C)(=O)O[C@@H](C(=O)OCC)CC1=C(C=CC(=C1)OC1OCCCC1)OCC1=NC(=NC=C1)C1=C(C=CC=C1)OC (2R)-ethyl 2-acetoxy-3-(2-((2-(2-methoxyphenyl)pyrimidin-4-yl)methoxy)-5-((tetrahydro-2H-pyran-2-yl)oxy)phenyl)propanoate